CN1N=CC(=C1)C1=CC=C2C(CCOC2=C1)N 7-(1-methyl-1H-pyrazol-4-yl)chroman-4-amine